1,4,5,7-naphthalenetetrasulfonic acid C1(=CC=C(C=2C(=CC(=CC12)S(=O)(=O)O)S(=O)(=O)O)S(=O)(=O)O)S(=O)(=O)O